OC(CCC[C@@H](C)[C@H]1CC[C@H]2\C(\CCC[C@]12C)=C\C(=O)N1CCCCC1)(C)C 2-{(1R,3aS,7aR,E)-1-[(R)-6-Hydroxy-6-methylheptan-2-yl]-7a-methyloctahydro-4H-inden-4-ylidene}-1-(piperidin-1-yl)ethan-1-one